[(2-ethoxyphenyl)methyl]-1H-pyrazole C(C)OC1=C(C=CC=C1)CN1N=CC=C1